N1C(COCC1)CC(=O)O MORPHOLIN-3-YL-ACETIC ACID